FC1=CC=C(OC2=C(C=C(C#N)C=C2)\C=C/CCCCCC=C)C=C1 4-(4-fluorophenoxy)-3-[(1Z)-nona-1,8-dien-1-yl]benzonitrile